rel-(S)-7-(sec-butoxy)-2-(1-(fluoromethyl)-2-oxabicyclo[2.1.1]hexan-4-yl)-N-(6-methylpyrazolo[1,5-a]pyrimidin-3-yl)imidazo[1,2-a]pyrimidine-6-carboxamide [C@H](C)(CC)OC1=NC=2N(C=C1C(=O)NC=1C=NN3C1N=CC(=C3)C)C=C(N2)C23COC(C2)(C3)CF |o1:0|